2-(2-cyclohexyl-2-{[5-(2,6-dimethoxyphenyl)-1-(4-fluorophenyl)-1H-pyrazol-3-yl]formamido}acetamido)acetic acid C1(CCCCC1)C(C(=O)NCC(=O)O)NC(=O)C1=NN(C(=C1)C1=C(C=CC=C1OC)OC)C1=CC=C(C=C1)F